C(C)(C)(C)OC(N(C)C1=C(C=C(C=C1)F)[N+](=O)[O-])=O (4-fluoro-2-nitrophenyl)(methyl)carbamic acid tert-butyl ester